(E)-1,4-dichloro-2-butene ClC\C=C\CCl